[B].[Fe].[Nd].[Ce].[La] lanthanum cerium neodymium-iron-boron